4-(5-(difluoromethyl)-1,3,4-thiadiazol-2-yl)-8-(3,3-dimethylpiperazin-1-yl)-2-methyl-N-(1-methylcyclopropyl)quinazoline-6-sulfonamide FC(C1=NN=C(S1)C1=NC(=NC2=C(C=C(C=C12)S(=O)(=O)NC1(CC1)C)N1CC(NCC1)(C)C)C)F